4-(5-chloro-2-methoxyphenyl)-N-(6-(4-(difluoromethoxy)phenyl)thiazolo[4,5-b]pyrazin-2-yl)-6-methylpyridine-3-carboxamide ClC=1C=CC(=C(C1)C1=C(C=NC(=C1)C)C(=O)NC=1SC=2C(=NC=C(N2)C2=CC=C(C=C2)OC(F)F)N1)OC